ClC=1C=C(C=NC1OC)[C@@H](CC1=NC(=NC(=N1)N[C@@H](CO)CC(C)C)NS(=O)(=O)C)C N-(4-((R)-2-(5-chloro-6-methoxypyridin-3-yl)propyl)-6-(((R)-1-hydroxy-4-methylpent-2-yl)amino)-1,3,5-triazin-2-yl)methanesulfonamide